tert-butyl (3-acetyl-5-methylpyridin-2-yl)carbamate C(C)(=O)C=1C(=NC=C(C1)C)NC(OC(C)(C)C)=O